(1r,2'R,4R)-4-(3-bromoanilino)-2'-methyl-2',3'-dihydrospiro[cyclohexane-1,1'-indene]-4-carboxylic acid BrC=1C=C(NC2(CCC3([C@@H](CC4=CC=CC=C34)C)CC2)C(=O)O)C=CC1